1-(4-chloro-3-cyclopropylphenyl)-4-(2-fluoro-5-methoxy-4-nitrophenyl)piperazine ClC1=C(C=C(C=C1)N1CCN(CC1)C1=C(C=C(C(=C1)OC)[N+](=O)[O-])F)C1CC1